ClC1=NC(=C2C(=N1)N(N=C2C)C2CCC2)N2CC(C2)(F)F 6-chloro-1-cyclobutyl-4-(3,3-difluoroazetidin-1-yl)-3-methyl-1H-pyrazolo[3,4-d]pyrimidine